1-(trityl)-1H-imidazol-4-amine C(C1=CC=CC=C1)(C1=CC=CC=C1)(C1=CC=CC=C1)N1C=NC(=C1)N